OC(COC(CCCC(CCCCC)O)=O)CO.ClC1=C(C=CC=C1)CC(=O)NC1=CC(=C2C=CN=C(C2=C1)[N+]#[C-])S(N)(=O)=O 2-(2-chlorophenyl)-N-(1-isocyano-5-sulfamoyl-isoquinolin-7-yl)acetamide 2,3-dihydroxypropyl-5-hydroxydecanoate